C(C)(C)(C)NC1=NC2=CC=C(C=C2C=C1C([2H])([2H])[2H])C(=O)O 2-(tert-butylamino)-3-(methyl-d3)quinoline-6-carboxylic acid